C(#N)N1CC(CCC1)C(=O)NC=1SC(=CN1)C1=CC=CC=C1 1-cyano-N-(5-phenylthiazol-2-yl)piperidine-3-carboxamide